C1(=CC=CC=C1)C1=C(C(=NN=N1)C=1[Se]C2=C(C1C1=CC=CC=C1)C=CC=C2)C2=NC1=C(C(=C2C)C)C=2C=CC=CC2C1 phenyl-(dimethylindenopyridineyl)(phenylbenzoselenophenyl)triazine